FC=1C(=C(C=C(C1)F)C1CCN(CC1)C(=O)C1=NN=C2N1C=C(C=C2)C#N)C(F)(F)F 3-(4-(3,5-difluoro-2-(trifluoromethyl)phenyl)piperidine-1-carbonyl)-[1,2,4]triazolo[4,3-a]pyridine-6-carbonitrile